COC(C1=C(C=CC(=C1)C(F)(F)F)NC1=C(C=C(C=C1)F)C=O)=O ((4-fluoro-2-formylphenyl)amino)-5-(trifluoromethyl)-benzoic acid methyl ester